ClC1=C(C=C(C=C1N1[C@H](CN(CC1)C1CCNCC1)C)C#N)NC1=NC=2N(C(=N1)NC1CC1)N=CC2C#N 2-({2-chloro-5-cyano-3-[(2S)-2-methyl-4-(piperidin-4-yl)piperazin-1-yl]phenyl}amino)-4-(cyclopropylamino)pyrazolo[1,5-a][1,3,5]triazine-8-carbonitrile